BrC1=C(C=C2C(=C(C(=NC2=C1)O)[N+](=O)[O-])O)Cl 7-bromo-6-chloro-3-nitroquinoline-2,4-diol